2-(3,4-dicyanoanilino)-1,3,4-trifluoroanthraquinone C(#N)C=1C=C(NC2=C(C=3C(C4=CC=CC=C4C(C3C(=C2F)F)=O)=O)F)C=CC1C#N